ClC=1C=CC(=C(C1)[C@@H]1C[C@@H](CC1)NC(OC(C)(C)C)=O)C#N tert-butyl ((1R,3S)-3-(5-chloro-2-cyanophenyl)cyclopentyl)carbamate